2-(6-{5-chloro-2-[(oxacyclohex-4-yl)amino]pyrimidin-4-yl}-1-oxo-2,3-dihydro-1H-isoindol-2-yl)-N-[(1S)-1-(5-cyclopropylpyridin-2-yl)-2-hydroxyethyl]acetamide ClC=1C(=NC(=NC1)NC1CCOCC1)C1=CC=C2CN(C(C2=C1)=O)CC(=O)N[C@H](CO)C1=NC=C(C=C1)C1CC1